imidophosphoramidate P([O-])([O-])(N)=N